C(C)(=O)N1[C@@H](CN(CC1)C(=O)[O-])C1=CC(=CC(=C1)B1OC(C(O1)(C)C)(C)C)Cl (R)-4-acetyl-3-(3-chloro-5-(4,4,5,5-tetramethyl-1,3,2-dioxaborolan-2-yl)phenyl)-piperazine-1-carboxylate